OC(C1=CC(=C(C=C1)O)OC)P(C1=CC=CC=C1)(C1=CC=CC=C1)=O (hydroxy(4-hydroxy-3-methoxyphenyl)methyl)diphenylphosphine oxide